4-[6-(4-aminophenyl)-4-{[(4-methoxyphenyl)methyl]amino}-7-methyl-5H-pyrrolo[3,2-d]pyrimidin-5-yl]-2-methoxyphenol NC1=CC=C(C=C1)C1=C(C=2N=CN=C(C2N1C1=CC(=C(C=C1)O)OC)NCC1=CC=C(C=C1)OC)C